1-(cyclopropylmethyl)piperidin-4-one C1(CC1)CN1CCC(CC1)=O